CNC(=O)C1=NOC(=N1)COC1=CC=C(C=C1)C(C)C 2-(4-((3-(methylcarbamoyl)-1,2,4-oxadiazol-5-yl)methoxy)phenyl)propane